OC=1C=C(CCN[C@@H](C(=O)N[C@@H](C)C(=O)OC)CCC2=CC=CC=C2)C=CC1 methyl ((R)-2-((3-hydroxyphenethyl)amino)-4-phenylbutanoyl)-L-alaninate